(5-(cyclopropanecarbonyl)-5,6,7,8-tetrahydro-1,5-naphthyridin-2-yl)-N-(4-fluorophenyl)-2-methylpropanamide C1(CC1)C(=O)N1C=2C=CC(=NC2CCC1)C(C(=O)NC1=CC=C(C=C1)F)(C)C